1-(4-amino-1,2,5-oxadiazol-3-yl)-2-(3-bromo-4-fluorophenyl)ethan-1-one oxime NC=1C(=NON1)C(CC1=CC(=C(C=C1)F)Br)=NO